C(C)(C)(C)OC(=O)N1CCC(CC1)C1=CC=C(C=C1)NC1=NC(=CN=C1C#N)N1CC2(COC2)CC1 4-(4-((3-cyano-6-(2-oxa-6-azaspiro[3.4]oct-6-yl)pyrazin-2-yl)amino)phenyl)piperidine-1-carboxylic acid tert-butyl ester